C(C)O[C@H]1C[C@H](C1)NC1=NN2C(C(=N1)OC)=C(C=C2)C=2C=CC1=C(N(N=N1)C)C2 N-(cis-3-ethoxycyclobutyl)-4-methoxy-5-(1-methyl-1H-benzo[d][1,2,3]triazol-6-yl)pyrrolo[2,1-f][1,2,4]triazin-2-amine